4-[2-(cyclopropylmethoxy)-5-(1,2,3,6-tetrahydropyridin-4-yl)phenyl]-6-methyl-1,6-dihydro-7H-pyrrolo[2,3-c]pyridin-7-one C1(CC1)COC1=C(C=C(C=C1)C=1CCNCC1)C=1C2=C(C(N(C1)C)=O)NC=C2